di(n-butyl)cyclodecane C(CCC)C1(CCCCCCCCC1)CCCC